BrC=1C=C(C(N(C1)CC(C)C)=O)C 5-bromo-1-isobutyl-3-methylpyridin-2(1H)-one